N1=C(C=CC2=CC=CC=C12)C(=O)[O-].[NH+]1=CNC2=C1C=CC=C2 benzimidazolium quinolinate